OC1=C(C=CC=C1)C=1N=NC=2NC[C@H]3CN(CCN3C2C1)C(\C=C\CN(C)C)=O (E)-1-[(4bS,8aS)-3-(o-hydroxyphenyl)-6,7,8,8a,9,10-hexahydro-5H-1,2,4b,7,10-pentaazaphenanthr-7-yl]-4-(dimethylamino)-2-buten-1-one